3-METHYL-4-PIPERIDINECARBOXYLIC ACID CC1CNCCC1C(=O)O